imidazo[1,2-b]pyridazin-8-amine N=1C=CN2N=CC=C(C21)N